C(C)OCC1(CC1)CO (1-(ethoxymethyl)cyclopropyl)methanol